ClC=1C=C(C=CC1)C1=CC(=CC(=C1)C=1C=NN(C1)C)C(C)N 1-(3'-chloro-5-(1-methyl-1H-pyrazol-4-yl)-[1,1'-biphenyl]-3-yl)ethan-1-amine